(2S)-2-(benzyloxycarbonylamino)-4-methyl-pentanoic acid C(C1=CC=CC=C1)OC(=O)N[C@H](C(=O)O)CC(C)C